4,5-difluoro-2-((4,6-dimethoxy-pyrimidin-2-yl)seleno)benzoic acid FC1=CC(=C(C(=O)O)C=C1F)[Se]C1=NC(=CC(=N1)OC)OC